tri(dodecylphenyl)bromomethane C(CCCCCCCCCCC)C1=C(C=CC=C1)C(Br)(C1=C(C=CC=C1)CCCCCCCCCCCC)C1=C(C=CC=C1)CCCCCCCCCCCC